C1(=CC=CC=C1)NC([O-])=O (phenyl)carbamate